C=C1C[C@@H](OCC1)C1=CC=CC=C1 |r| (+-)-4-methylene-2-phenyltetrahydro-2H-pyran